NC1=C(C(=O)NC)C=C(C=N1)C1=C(C=C(C=C1)NC(C(O)C1=CC(=CC(=C1)F)F)=O)C 2-amino-5-(4-(2-(3,5-difluorophenyl)-2-hydroxyacetamido)-2-methylphenyl)-N-methylnicotinamide